[1-[5-[5-[(1R)-1-(3,5-dichloro-4-pyridyl)ethoxy]-1-tetrahydropyran-2-yl-indazol-3-yl]-3-fluoro-2-pyridyl]-3-methyl-azetidin-3-yl] methanesulfonate CS(=O)(=O)OC1(CN(C1)C1=NC=C(C=C1F)C1=NN(C2=CC=C(C=C12)O[C@H](C)C1=C(C=NC=C1Cl)Cl)C1OCCCC1)C